2-{7-[4-(4-bromophenoxy)phenyl]-2,4-dioxo-2H-pyrido[2,3-e][1,3]oxazin-3(4H)-yl}acetic acid BrC1=CC=C(OC2=CC=C(C=C2)C2=CC3=C(C(N(C(O3)=O)CC(=O)O)=O)N=C2)C=C1